C(C)N1C(C(CCCC1)NC(OCCCC)=O)=O butyl (1-ethyl-2-oxoazepan-3-yl)carbamate